BrC1=CC=C(C=C1)NC(CCC(=O)N(C1=CC(=C(C(=C1)OC)OC)OC)CC1=CC=C(C=C1)OC)=O N1-(4-bromophenyl)-N4-(4-methoxybenzyl)-N4-(3,4,5-trimethoxyphenyl)succinamide